CC1=CC=C(C=C1)C1=C(C(=NN1C1=CC=C(C=C1)N=[N+]=[N-])C(F)F)C#N 5-(4-methylphenyl)-1-(4-azidophenyl)-3-difluoromethyl-1H-pyrazole-4-carbonitrile